[Cu].C1(=CC=CC=C1)C=1C=2C=CC(=CC3=CC=C(N3)C(=C3C=CC(C=C4C=CC1N4)=N3)C3=CC=CC=C3)N2 10,20-diphenylporphyrin copper